2-[4-[3-(2-aminoethyl)-1-oxo-isoindolin-5-yl]-2-methyl-pyrazol-3-yl]benzothiophene-3-carbonitrile NCCC1NC(C2=CC=C(C=C12)C1=C(N(N=C1)C)C=1SC2=C(C1C#N)C=CC=C2)=O